trans-4-Coumaric acid C(\C=C\C1=CC=C(C=C1)O)(=O)O